C(C)(C)NC1CCCC1 1-(isopropylamino)cyclopentane